OCCC1C2C=CC(C1)C2 5-(2'-hydroxyethyl)bicyclo[2.2.1]-2-heptene